N-(2-(6,6-Dimethyl-4,5,6,7-tetrahydro-1H-indazol-3-yl)-3H-imidazo[4,5-b]pyridin-6-yl)-4-ethyl-N-methyltetrahydro-2H-pyran-4-carboxamide CC1(CCC=2C(=NNC2C1)C1=NC=2C(=NC=C(C2)N(C(=O)C2(CCOCC2)CC)C)N1)C